BrC1=C(CS(=O)(=O)C2=CC3=C(S\C(\C(N3)=O)=C/C3=CC=C(C=C3)NCC(=O)OC)C=C2)C(=CC=C1)Br (Z)-methyl 2-((4-((6-((2,6-dibromobenzyl)sulfonyl)-3-oxo-3,4-dihydro-2H-benzo[b][1,4]thiazin-2-ylidene)methyl)phenyl)amino)acetate